tert-butyl (1R,4R)-5-(2-{6,12-dibromo-9-oxa-2,4-diazatricyclo[8.4.0.0^{3,8}]tetradeca-1(10),3(8),4,6,11,13-hexaen-2-yl}ethyl)-2,5-diazabicyclo[2.2.1]heptane-2-carboxylate BrC=1C=NC=2N(C=3C=CC(=CC3OC2C1)Br)CCN1[C@H]2CN([C@@H](C1)C2)C(=O)OC(C)(C)C